2-fluoro-4-((9-(3-hydroxyadamantan-1-yl)-7-methyl-8-oxo-8,9-dihydro-7H-purin-2-yl)amino)-5-methylbenzamide FC1=C(C(=O)N)C=C(C(=C1)NC1=NC=C2N(C(N(C2=N1)C12CC3(CC(CC(C1)C3)C2)O)=O)C)C